ClC1=C(C=CC=C1Cl)C1=NNC2=NC(=CN=C21)N2CCC(CC2)(C)NCC=2C=C(C=CC2)NC2C(NC(CC2)=O)=O 3-((3-(((1-(3-(2,3-dichlorophenyl)-1H-pyrazolo[3,4-b]pyrazin-6-yl)-4-methylpiperidin-4-yl)amino)methyl)phenyl)amino)piperidine-2,6-dione